CN([C@@H](C(C)C)C(=O)OC)C(N([C@@H]1CNCCC1)C)=O methyl N-methyl-N-(methyl ((S)-piperidin-3-yl) carbamoyl)-L-valinate